3-(1-(3-(1-methyl-1H-pyrazol-4-yl)propyl)pyrrolidin-3-yl)-1H-indazole CN1N=CC(=C1)CCCN1CC(CC1)C1=NNC2=CC=CC=C12